ClC1=CC(=C(C=N1)C1=NC=C(C=C1)OC(F)F)NCC[C@@H](C)O (R)-4-((6'-chloro-5-(difluoromethoxy)-[2,3'-bipyridin]-4'-yl)amino)butan-2-ol